(S)-4-difluoromethyloxazolidin-2-one FC([C@H]1NC(OC1)=O)F